C(C)(C)(C)OC(=O)NCCOCCOCCOCCOCCOCCOCCOCCOCCOC1=CC=C(C=C1)CNC(OCC1=CC=CC=C1)=O benzyl N-{[4-({26-[(tert-butoxycarbonyl)amino]-3,6,9,12,15,18,21,24-octaoxahexacosan-1-yl}oxy)phenyl]methyl}carbamate